C(C1=CC=CC=C1)SC=1C2=C(SC1)C=CS2 3-(benzylthio)thieno[3,2-b]thiophene